ClC1=CC=C(C=C1)C#CC=1C=CC=NC1 5-((4-chlorophenyl)ethynyl)pyridin